O=C1N(CCC(N1)=O)C=1C=NN2C1C=C(C=C2)C[C@H]2C[C@@H](N(CC2)C(=O)N(C)C)C (2S,4R)-4-((3-(2,4-dioxotetrahydropyrimidin-1(2H)-yl)pyrazolo[1,5-a]pyridin-5-yl)methyl)-N,N,2-trimethylpiperidine-1-carboxamide